[Sb].[Ni] nickel-antimony